CC1=C2C(=CC=3C=4C(=CC=CC4N(C13)C)OCCN1CCOCC1)C=NC=C2 4-(2-((5,6-dimethyl-6H-pyrido[4,3-b]carbazol-10-yl)oxy)ethyl)morpholine